N[C@H](CN(CC(=O)O)C(CN1C(NC(C=C1)=O)=S)=O)CO (R)-N-(2-amino-3-hydroxypropyl)-N-(2-(4-oxo-2-thioxo-3,4-dihydropyrimidin-1(2H)-yl)acetyl)glycine